C1C(CC2C(CCCC12)=O)=O hexahydro-1H-indene-2,4-dione